CC(C(C)OC=1C=2N(N=C(C1)C=1C(NC(NC1)=O)=O)C=CN2)C 5-(8-((3-methylbutan-2-yl)oxy)imidazo[1,2-b]pyridazin-6-yl)pyrimidine-2,4(1H,3H)-dione